[Si](C)(C)(C(C)(C)C)OC[C@@H](C(=O)OC)NC(=O)C=1N=C(SC1)N1CC(N(CC1)C(=O)[O-])C 4-(4-(((s)-3-((tert-butyl dimethyl silyl)oxy)-1-methoxy-1-oxopropan-2-yl)carbamoyl)thiazol-2-yl)-2-methylpiperazine-1-carboxylate